5-(3-(4-methoxyphenyl)propyl)furan-2-carboxylic acid ethyl ester C(C)OC(=O)C=1OC(=CC1)CCCC1=CC=C(C=C1)OC